N-(1-(4-(1-Amino-2-(azetidin-3-ylamino)-2-oxoethyl)phenyl)-2-oxo-1,2-dihydropyrimidin-4-yl)-4-(2-amino-2-methylpropanoyl)piperazine-1-carboxamide hydrochloride salt Cl.NC(C(=O)NC1CNC1)C1=CC=C(C=C1)N1C(N=C(C=C1)NC(=O)N1CCN(CC1)C(C(C)(C)N)=O)=O